FC1=NC=C(C(=C1)N1C(N=C(C=C1)O)C)C 3-(2-fluoro-5-methylpyridin-4-yl)-6-hydroxyl-2-methylpyrimidine